N1=NN=NC(=C1)C(=O)O tetrazinic acid